bis[3,5-bis(5-(quinolinyl)pentoxy)phenyl]naphthacene N1=C(C=CC2=CC=CC=C12)CCCCCOC=1C=C(C=C(C1)OCCCCCC1=NC2=CC=CC=C2C=C1)C1=C(C2=CC3=CC4=CC=CC=C4C=C3C=C2C=C1)C1=CC(=CC(=C1)OCCCCCC1=NC2=CC=CC=C2C=C1)OCCCCCC1=NC2=CC=CC=C2C=C1